FC1=C(C=CC=C1)C1=C(C(=NC=C1)C1COC(C1)=O)NC(=O)C=1C=NC(=NC1)C(C)C N-(4-(2-fluorophenyl)-2-(5-oxotetrahydrofuran-3-yl)pyridin-3-yl)-2-isopropylpyrimidine-5-carboxamide